silicon manganese water O.[Mn].[Si]